1-(2-(6-(2-ethyl-5-fluoro-4-hydroxyphenyl)-4-fluoro-1H-indazol-3-yl)-6,7-dihydro-1H-imidazo[4,5-c]pyridin-5(4H)-yl)-2-(2-methylmorpholino)ethanone C(C)C1=C(C=C(C(=C1)O)F)C1=CC(=C2C(=NNC2=C1)C=1NC2=C(CN(CC2)C(CN2CC(OCC2)C)=O)N1)F